(3,4-dimethylbenzyl)-7-((2S,5R)-5-ethyl-2-methyl-4-(1-(quinoxalin-6-yl)ethyl)piperazin-1-yl)-2-(tetrahydro-2H-pyran-2-yl)-2,4-dihydro-5H-pyrazolo[4,3-b]pyridin-5-one CC=1C=C(CC=2N(N=C3C2NC(C=C3N3[C@H](CN([C@@H](C3)CC)C(C)C=3C=C2N=CC=NC2=CC3)C)=O)C3OCCCC3)C=CC1C